ClC1=C(C=CC=C1)C(CCC#N)NCC=1C=NC=CC1 4-(2-chlorophenyl)-4-((pyridin-3-ylmethyl)amino)butanenitrile